2,6-Bis(2,4-diethyloxyphenyl)-4-[4-bis(4-methyloxyphenyl)aminophenyl]pyridine ethyl-(2,2-dimethylhydrazinyl)benzoate C(C)C=1C(=C(C(=O)O)C=CC1)NN(C)C.C(C)OC1=C(C=CC(=C1)OCC)C1=NC(=CC(=C1)C1=CC=C(C=C1)N(C1=CC=C(C=C1)OC)C1=CC=C(C=C1)OC)C1=C(C=C(C=C1)OCC)OCC